C1(CCCC1)OCCN1C=NC2=C1C=C(C=C2)OC2=CC=C(C=C2)F 1-[2-(cyclopentyloxy)ethyl]-6-(4-fluorophenoxy)-1H-benzimidazole